C(C=C)(=O)N1C[C@@H](CC1)N1C(N(C=2C=NC=CC21)C2=CC(=C(C=C2)OCC2=C(C=CC(=C2)F)F)Cl)=O (R)-1-(1-acryloylpyrrolidin-3-yl)-3-(3-chloro-4-((2,5-difluorobenzyl)oxy)phenyl)-1H-imidazo[4,5-c]pyridin-2(3H)-one